C(CCCCC(C)O)O 1,6-Heptanediol